[Br].ClNC1=CC=CC=C1 chloroaniline bromine